(2'S)-7-chloro-2'-methyl-spiro[isochromane-1,4'-piperidine]-6-amine ClC1=C(C=C2CCOC3(C[C@@H](NCC3)C)C2=C1)N